2-((1-(3-(4-fluorophenyl)-2-(hydroxymethyl)-7-methylquinolin-5-yl)ethyl)amino)benzoic acid FC1=CC=C(C=C1)C=1C(=NC2=CC(=CC(=C2C1)C(C)NC1=C(C(=O)O)C=CC=C1)C)CO